C[C@@H]1N(C2=CC=C3C(=C2CC1)N=C(N3CCNCC3=NC=NN3C)CCN3C(C=CC=C3)=O)C(=O)OC methyl (7S)-7-methyl-3-(2-{[(1-methyl-1H-1,2,4-triazol-5-yl)methyl]amino}ethyl)-2-[2-(2-oxo-1,2-dihydropyridin-1-yl)ethyl]-3H,6H,7H,8H,9H-imidazo[4,5-f]quinoline-6-carboxylate